BrC=1C=C(C=C2C=NN(C12)C)S(=O)(=O)CC(C)(C)C 7-bromo-5-(2,2-dimethylpropylsulfonyl)-1-methyl-indazole